ClC1=C(C=C(C=C1)F)C1(N(C(C=2N3C(C=C(C21)C2=C(C(=O)N)C=C(C=C2C(F)(F)F)F)=NC=C3)=O)CC3=CC=C(C=C3)OC)O [3-(2-chloro-5-fluorophenyl)-3-hydroxy-2-[(4-methoxyphenyl)methyl]-1-oxo-2,3-dihydro-1H-pyrrolo[4,3-b]imidazo[2,3-f]pyridin-4-yl]-5-fluoro-3-(trifluoromethyl)benzamide